N-(2-amino-4-fluoro-phenyl)-4-(2-chloro-6-diethylamino-purin-9-ylmethyl)-benzamide NC1=C(C=CC(=C1)F)NC(C1=CC=C(C=C1)CN1C2=NC(=NC(=C2N=C1)N(CC)CC)Cl)=O